OC1=C(C=C(C=C1)C(F)(F)F)NC(=O)NC1=C(C=CC(=C1)C(F)(F)F)O N,N'-bis[2-hydroxy-5-(trifluoromethyl)phenyl]-urea